C(C)(C)(C)OC(=O)N1N=C(C2=CC=C(C=C12)SC1=C(C=CC=C1)C(NC1CC1)=O)I 6-[2-(Cyclopropylcarbamoyl)phenyl]sulfanyl-3-iodoindazole-1-carboxylic acid tert-butyl ester